N2-(2-(1-(Cyclopropylsulfonyl)-1H-pyrazol-4-yl)pyrimidin-4-yl)-N4-isopropyl-5-(4-methoxybut-1-yn-1-yl)pyridine-2,4-diamine C1(CC1)S(=O)(=O)N1N=CC(=C1)C1=NC=CC(=N1)NC1=NC=C(C(=C1)NC(C)C)C#CCCOC